The molecule is a hydroxy fatty-acyl-CoA that results from the formal condensation of the thiol group of coenzyme A with the carboxy group of 2-hydroxyhexacosanoic acid. It is a hydroxy fatty acyl-CoA and a very long-chain fatty acyl-CoA. It derives from a 2-hydroxyhexacosanoic acid. It is a conjugate acid of a 2-hydroxyhexacosanoyl-CoA(4-). CCCCCCCCCCCCCCCCCCCCCCCCC(C(=O)SCCNC(=O)CCNC(=O)[C@@H](C(C)(C)COP(=O)(O)OP(=O)(O)OC[C@@H]1[C@H]([C@H]([C@@H](O1)N2C=NC3=C(N=CN=C32)N)O)OP(=O)(O)O)O)O